1H-1,2,4-triazole-1-acetic acid N1(N=CN=C1)CC(=O)O